C(#N)C(C(=O)NC1=CC(=C(C(=C1)OC)OC)OC)=C 2-cyano-N-(3,4,5-trimethoxyphenyl)acrylamide